C(C)(C)(C)O[Sn] (tert-butoxy)tin